NC=1C(=C(C=CC1)C=1NC(=C2N(C1)C(C(=N2)CC=2OC=CC2)=O)CC2=CC=CC=C2)F 6-(3-Amino-2-fluorophenyl)-8-benzyl-2-(furan-2-ylmethyl)imidazo[1,2-a]pyrazin-3(7H)-one